N-[3-(5-bromo-1,3-benzothiazol-2-yl)-1-bicyclo[1.1.1]pentanyl]-3-(1-methylsulfonylcyclopropyl)-1,2,4-thiadiazole-5-carboxamide BrC=1C=CC2=C(N=C(S2)C23CC(C2)(C3)NC(=O)C3=NC(=NS3)C3(CC3)S(=O)(=O)C)C1